Cl.FC1=CC=C(CS(=O)(=O)C=2C=C(C=C(C2)N2CCOCC2)C=2C=NC(=NC2)NCCN)C=C1 N1-(5-(3-((4-fluorobenzyl)sulfonyl)-5-morpholinophenyl)pyrimidin-2-yl)ethane-1,2-diamine hydrochloride